C(C)(C)(C)OC(=O)NCC1=CC(=C(C(=C1)C)NC(=O)C1=CC2=C(OCCC3=C2SC=C3)C=C1C=1C(=NC(=CC1)C(NC1C(NC(CC1)=O)=O)=O)C(=O)OC)C methyl 3-(9-((4-(((tert-butoxycarbonyl)amino)methyl)-2,6-dimethylphenyl)carbamoyl)-4,5-dihydrobenzo[b]thieno[2,3-d]oxepin-8-yl)-6-((2,6-dioxopiperidin-3-yl)carbamoyl)picolinate